methyl 3-((1H-pyrazole-5-carboxamido)methyl)-5-benzyl-4,5-dihydroisoxazole-5-carboxylate N1N=CC=C1C(=O)NCC1=NOC(C1)(C(=O)OC)CC1=CC=CC=C1